neodymium-bismuth [Bi].[Nd]